(3-(6-(4-(4-methylpiperazin-1-yl)phenyl)furo[3,2-b]pyridin-3-yl)phenyl)(phenyl)methanone CN1CCN(CC1)C1=CC=C(C=C1)C=1C=C2C(=NC1)C(=CO2)C=2C=C(C=CC2)C(=O)C2=CC=CC=C2